tert-butyl 2-((2-(3,4-dichlorophenylamino)acridin-9-yl)methylamino)ethylcarbamate ClC=1C=C(C=CC1Cl)NC1=CC2=C(C3=CC=CC=C3N=C2C=C1)CNCCNC(OC(C)(C)C)=O